NC1=CC=C(C=N1)N1N=NC(=C1)C1=CN=C2N1N=C(C=C2)N[C@H](C)C2=C(C=CC(=C2)F)O (R)-2-(1-((3-(1-(6-aminopyridin-3-yl)-1H-1,2,3-triazol-4-yl)imidazo[1,2-b]pyridazin-6-yl)amino)ethyl)-4-fluorophenol